C1(CC1)C1=NC=NC(=C1NNC(=O)OC(C)(C)C)OC tert-butyl 2-(4-cyclopropyl-6-methoxypyrimidin-5-yl)hydrazine-1-carboxylate